2-oxo-2-((7-(pyridin-2-yl)-4,5,6,7-tetrahydrobenzo[d]thiazol-2-yl)amino)ethyl ethylsulfamate C(C)NS(OCC(NC=1SC2=C(N1)CCCC2C2=NC=CC=C2)=O)(=O)=O